4-(4-(2-morpholinoethoxy)phenyl)-1H-pyrrolo[2,3-b]pyridin O1CCN(CC1)CCOC1=CC=C(C=C1)C1=C2C(=NC=C1)NC=C2